9,10-bis(acetoxy)anthracene C(C)(=O)OC=1C2=CC=CC=C2C(=C2C=CC=CC12)OC(C)=O